C(CCCCCCCCCC)OC(O)=O.I(=O)(=O)OC methyl iodate undecyl-carbonate